2-(azepan-1-yl)-N-(3-isobutylsulfonylphenyl)-5-(trifluoromethyl)-pyridine-3-carboxamide N1(CCCCCC1)C1=NC=C(C=C1C(=O)NC1=CC(=CC=C1)S(=O)(=O)CC(C)C)C(F)(F)F